ONC(=O)C[C@@H](CC1=CC2=CC=CC=C2C=C1)N1N=NC(=C1)CN(C(C1=CC=CC=C1)=O)C (R)-N-[1-(2-Hydroxycarbamoyl-1-naphthalin-2-ylmethyl-ethyl)-1H-[1,2,3]triazol-4-ylmethyl]-N-methyl-benzamid